CS(=O)COC=1C=C(C(=O)O)C=C(C1)C(F)(F)F 3-[(Methylsulfinyl)methoxy]-5-(trifluoromethyl)benzoic acid